ClC1=CC=C(C(=O)SC2=CC=C(C=C2)C)C=C1 S-(p-tolyl) 4-chlorothiobenzoate